(1S,2S)-2-(β-naphthyl)cyclopentan-1-ol C1=C(C=CC2=CC=CC=C12)[C@H]1[C@H](CCC1)O